(E)-4-((4-((E)-3-(2,3-dimethoxyphenyl)acrylamido)butyl)amino)-3-methyl-4-oxobut-2-en-1-yl acetate C(C)(=O)OC\C=C(\C(=O)NCCCCNC(\C=C\C1=C(C(=CC=C1)OC)OC)=O)/C